C(C)(C)(C)[C@@H]1CC[C@H](CC1)C1=C(O[C@@H]2CN(CC2)C(=O)OC(C)(C)C)C=CC(=C1)C(=O)OC trans-tert-butyl (S)-3-(2-(4-(tert-butyl)cyclohexyl)-4-(methoxycarbonyl)phenoxy)pyrrolidine-1-carboxylate